C\C(=C/CC[C@@]1(OC2=CC(=C(C(=C2C=C1)O)C(=O)O)C)C)\CCC=C(CCC=C(C)C)C (2S)-2-[(3E)-4,8,12-trimethyltrideca-3,7,11-trienyl]-5-hydroxy-2,7-dimethylchromene-6-carboxylic acid